trans-4,5-difluoro-1,3-dioxolan-2-one F[C@@H]1OC(O[C@H]1F)=O